[Si](C)(C)(C(C)(C)C)OC[C@@H]1CC[C@]2(CCCN12)CO 1-((3S,7aR)-3-(((Tert-butyldimethylsilyl)oxy)methyl)hexahydro-1H-pyrrolizin-7a-yl)methanol